BrC=1C(=C(C(=O)N)C=CC1)OC 3-bromo-2-methoxy-benzamide